(±)-5-((5-Fluoro-2H-spiro[benzofuran-3,1'-cyclopropan]-7-yl)amino)-N-(4-methyl-5-oxo-4-azaspiro[2.4]heptane-6-yl)-7-(methylamino)pyrazolo[1,5-a]pyrimidine-3-carboxamide FC=1C=C(C2=C(C1)C1(CC1)CO2)NC2=NC=1N(C(=C2)NC)N=CC1C(=O)N[C@H]1C(N(C2(CC2)C1)C)=O |r|